acetylaspartate C(C)(=O)N[C@@H](CC(=O)[O-])C(=O)[O-]